3-phenylpropiolic acid C1(=CC=CC=C1)C#CC(=O)O